NC=1C(=NC(=C(N1)C(F)(F)F)Br)C(=O)NCCN1CCOCC1 3-Amino-6-bromo-N-(2-morpholinoethyl)-5-(trifluoromethyl)pyrazine-2-carboxamide